Cyanoacetic acid t-butylester C(C)(C)(C)OC(CC#N)=O